1,2,3,4,5,6-heptanehexol C(C(C(C(C(C(C)O)O)O)O)O)O